CC1(C(NC(CC1)=O)=O)C1=CC=C(C=C1)N1CCN(CC1)C(=O)OC(C)(C)C tert-butyl 4-[4-(3-methyl-2,6-dioxo-3-piperidyl)phenyl]piperazine-1-carboxylate